5-chloro-1,4-naphthoquinone ClC1=C2C(C=CC(C2=CC=C1)=O)=O